O=C1NC(CCC1N1C(C2=CC=CC(=C2C1)N(C1CCC(CC1)C(=O)NC)CCCCC)=O)=O (1S,4S)-4-((2-(2,6-Dioxopiperidin-3-yl)-1-oxoisoindol-4-yl)(pentyl)amino)-N-methylcyclohexane-1-carboxamide